C(C)C=1C(=NC(=NC1)NC=1C=C2CCNC(C2=CC1)=O)N[C@@H](CO)C1=CC=CC=C1 ethyl-4-[[(1R)-2-hydroxy-1-phenyl-ethyl]amino]-2-[(1-oxo-3,4-dihydro-2H-isoquinolin-6-yl)amino]pyrimidine